ClC=1C=C(OCC[C@H](C(=O)O)C)C=CC1C=1N(C2=NC=NC(=C2N1)OC1(CC1)C)CC1=C(C=CC=C1Cl)Cl |r| (racemic)-4-(3-chloro-4-(9-(2,6-dichlorobenzyl)-6-(1-methylcyclopropoxy)-9H-purin-8-yl)phenoxy)-2-methylbutanoic acid